methyl 1-(7-bromo-2-chloro-6,8-difluoroquinazolin-4-yl)-3-methylpiperidine-3-carboxylate BrC1=C(C=C2C(=NC(=NC2=C1F)Cl)N1CC(CCC1)(C(=O)OC)C)F